methyl (2S)-2-(4-(3-chlorophenyl)-3-hydroxy-3-phenylbutanamido)hexanoate ClC=1C=C(C=CC1)CC(CC(=O)N[C@H](C(=O)OC)CCCC)(C1=CC=CC=C1)O